C(C)(=O)N1CCC(CC1)NCC1=C(C=C(C=C1)C1=C(C(=NC=C1)C=1C(=C(C=CC1)C1=CC=C(C(=N1)OC)CNC1CCN(CC1)C(C)=O)Cl)Cl)OC 1-(4-(((6-(3-(4-(4-(((1-acetylpiperidin-4-yl)amino)methyl)-3-methoxyphenyl)-3-chloropyridin-2-yl)-2-chlorophenyl)-2-methoxypyridin-3-yl)methyl)amino)piperidin-1-yl)ethan-1-one